3-((N-methylisoquinoline-1-carboxamido)methyl)-4,5-dihydroisoxazole CN(C(=O)C1=NC=CC2=CC=CC=C12)CC1=NOCC1